FC(OC1=NN(C(=C1)C)C1=NC(=CC=C1[C@@H](C)O)N1C=NC2=C1C=C(C(=C2)NC=2N=NC(=CC2)C)F)F (1R)-1-[2-[3-(difluoromethoxy)-5-methyl-pyrazol-1-yl]-6-[6-fluoro-5-[(6-methylpyridazin-3-yl)amino]benzimidazol-1-yl]-3-pyridyl]ethanol